(R)-7-((S)-4-acryloyl-2-methylpiperazin-1-yl)-9-chloro-10-(2,4-difluorophenyl)-2,3-dihydro-5H-[1,4]thiazino[2,3,4-ij]quinazolin-3-one 1,1-dioxide C(C=C)(=O)N1C[C@@H](N(CC1)C1=NCN2C3=C(C(=C(C=C13)Cl)C1=C(C=C(C=C1)F)F)S(CC2=O)(=O)=O)C